BrC=1C=C(NC1)C=O 4-bromopyrrole-2-carboxaldehyde